The molecule is an organophosphate oxoanion obtained by deprotonation of the phospohate OH groups of D-tagatopyranose 1-phosphate; major microspecies at pH 7.3. It is a conjugate base of a D-tagatopyranose 1-phosphate. C1[C@H]([C@@H]([C@@H](C(O1)(COP(=O)([O-])[O-])O)O)O)O